4-bromo-6-chloro-5-(cyclopropylmethyl)-1-(tetrahydro-2H-pyran-2-yl)-1H-indazole BrC1=C2C=NN(C2=CC(=C1CC1CC1)Cl)C1OCCCC1